N-phenethyl-isobutyramide C(CC1=CC=CC=C1)NC(C(C)C)=O